N-((R)-1-{2-[(S)-1-(4-fluorophenyl)ethylamino]-6-(pyrazin-2-ylamino)pyrimidin-4-yl}pyrrolidine-3-yl)acetamide FC1=CC=C(C=C1)[C@H](C)NC1=NC(=CC(=N1)N1C[C@@H](CC1)NC(C)=O)NC1=NC=CN=C1